rac-(4S,5R)-3-[6-(difluoromethyl)-2-methoxy-3-pyridyl]-4,5-dimethyl-5-(trifluoromethyl)tetrahydrofuran-2-carboxylic acid FC(C1=CC=C(C(=N1)OC)C1C(O[C@]([C@H]1C)(C(F)(F)F)C)C(=O)O)F |r|